Ethyl 2-(5-Methyl-5H-[1,3]dioxolo[4,5-f]indol-7-yl)glyoxylate CN1C=C(C=2C=C3C(=CC12)OCO3)C(C(=O)OCC)=O